((1r,1's,4R,4'R)-4'-pentyl-[1,1'-bi(cyclohexan)]-4-yl)methyl 8-bromooctanoate BrCCCCCCCC(=O)OCC1CCC(CC1)C1CCC(CC1)CCCCC